2-amino-N-((3R,4S)-4-hydroxytetrahydro-3-furanyl)-3-methyl-N-((5-(trifluoromethyl)-2-pyridinyl)methyl)-6-quinolinecarboxamide NC1=NC2=CC=C(C=C2C=C1C)C(=O)N(CC1=NC=C(C=C1)C(F)(F)F)[C@@H]1COC[C@H]1O